FC=1C=C(C=CC1F)N1C(OCCC1C1=NC2=C(N1[C@@H]1C[C@H](C1)OC)C=CC(=C2)C=2C(=NOC2C)C)=O 3-(3,4-difluorophenyl)-4-(5-(3,5-dimethylisoxazol-4-yl)-1-((trans)-3-methoxycyclobutyl)-1H-benzo[d]imidazol-2-yl)-1,3-oxazinan-2-one